(1R,6S)-2,2-difluoro-6-{[(1R,3R,5S)-8-(propan-2-yl)-8-azabicyclo[3.2.1]oct-3-yl]oxy}cyclohexan-1-amine FC1([C@@H]([C@H](CCC1)OC1C[C@H]2CC[C@@H](C1)N2C(C)C)N)F